(5R)-2-[2-(difluoromethyl)pyridine-4-carbonyl]-9,9-dimethyl-8-oxo-2-azaspiro[4.5]dec-6-ene-7-carbonitrile FC(C1=NC=CC(=C1)C(=O)N1C[C@]2(CC1)C=C(C(C(C2)(C)C)=O)C#N)F